The molecule is a 3-methoxy-4-hydroxy-5-all-trans-polyprenylbenzoate in which the polyprenyl chain contains 9 prenyl units; major species at pH 7.3. It is a conjugate base of a 3-nonaprenyl-4-hydroxy-5-methoxybenzoic acid. CC(=CCC/C(=C/CC/C(=C/CC/C(=C/CC/C(=C/CC/C(=C/CC/C(=C/CC/C(=C/CC/C(=C/CC1=C(C(=CC(=C1)C(=O)O)OC)[O-])/C)/C)/C)/C)/C)/C)/C)/C)C